2-((5-(5-(3,5-dichlorophenyl)-5-(trifluoromethyl)-4,5-dihydro-1H-pyrazol-3-yl)-1,3,4-oxadiazol-2-yl)thio)-N-(difluoromethyl)acetamide ClC=1C=C(C=C(C1)Cl)C1(CC(=NN1)C1=NN=C(O1)SCC(=O)NC(F)F)C(F)(F)F